OCC(C)(C)NC(=O)C=1C=2C[C@@H]3[C@H](C2N(N1)C1=NC=C(N=C1)C(F)(F)F)C3 (1aR,5aR)-2-(5-Trifluoromethyl-pyrazin-2-yl)-1a,2,5,5a-tetrahydro-1H-2,3-diaza-cyclopropa[a]pentalene-4-carboxylic acid (2-hydroxy-1,1-dimethylethyl)-amide